tert-butyl (1-(4-(benzyloxy)-6-chloropyridin-2-yl)piperidin-4-yl)carbamate C(C1=CC=CC=C1)OC1=CC(=NC(=C1)Cl)N1CCC(CC1)NC(OC(C)(C)C)=O